C(C)(C)(C)OC(=O)N1C[C@H](OCC1)CN1CCC(CC1)NC=1C=2N(C=C(C1)Cl)C(=CN2)C(C)C (2R)-2-[[4-[(6-chloro-3-isopropyl-imidazo[1,2-a]pyridin-8-yl)amino]-1-piperidinyl]methyl]morpholine-4-carboxylic acid tert-butyl ester